N-tert-butyl-2-{methyl[2-(6-methylpyridin-2-yl)-5H,6H,7H-cyclopenta[d]pyrimidin-4-yl]amino}acetamide C(C)(C)(C)NC(CN(C=1C2=C(N=C(N1)C1=NC(=CC=C1)C)CCC2)C)=O